NC1=NC(=CC(=N1)N1CCC2(C[C@H](NC2)C(=O)OCC)CC1)O[C@@H](C(F)(F)F)C1=C(C=C(C=C1)C1=CC(=C(C=C1)OC(C)C)C)N1N=C(C=C1)C (S)-ethyl 8-(2-amino-6-((R)-2,2,2-trifluoro-1-(4'-isopropoxy-3'-methyl-3-(3-methyl-1H-pyrazol-1-yl)-[1,1'-biphenyl]-4-yl)ethoxy)pyrimidin-4-yl)-2,8-diazaspiro[4.5]decane-3-carboxylate